C1(CC1)[C@]1(N(C(C[C@@H]1CC(C(=O)N)(F)F)=O)C=1C=C2C=NN(C2=CC1)C1=CC=C(C=C1)F)C1=CC=CC=C1 |r| (rac-(2R,3R)-2-cyclopropyl-1-(1-(4-fluorophenyl)-1H-indazol-5-yl)-5-oxo-2-phenylpyrrolidin-3-yl)-2,2-difluoropropionamide